C(CCCCCCCCCCCCCCCCCCCC)Br heneicosyl-bromine